Tris(trimethylsiloxy)silylnorbornene C[Si](O[Si](O[Si](C)(C)C)(O[Si](C)(C)C)C12C=CC(CC1)C2)(C)C